ethyl (R)-1-(2-aminopyrimidin-4-yl)piperidine-3-carboxylate NC1=NC=CC(=N1)N1C[C@@H](CCC1)C(=O)OCC